COC1=C2O[C@@]3(CC[C@H](C([C@H]3CC2=CC(=C1)\C=C\C1=CC(=C(C(=C1)OCCOCCOCC#C)CC=C(C)C)OCCOCCOCC#C)(C)C)O)C (2R,4aR,9aR)-5-methoxy-1,1,4a-trimethyl-7-((E)-4-(3-methylbut-2-en-1-yl)-3,5-bis(2-(2-(prop-2-yn-1-yloxy)ethoxy)ethoxy)styryl)-2,3,4,4a,9,9a-hexahydro-1H-xanthen-2-ol